9-Anthracenenitrile C1=CC=CC2=CC3=CC=CC=C3C(=C12)C#N